8-Amino-5-(3-hydroxypiperazin-1-yl)-2,3-dihydro-1,4-benzodioxine NC1=CC=C(C2=C1OCCO2)N2CC(NCC2)O